2-((8-amino-6-(2-amino-3-methylpyridin-4-yl)-7-fluoroisoquinolin-3-yl)amino)-6-(2,2-difluoroethyl)-5,6-dihydro-4H-pyrazolo[1,5-d][1,4]diazepin-7(8H)-one NC=1C(=C(C=C2C=C(N=CC12)NC1=NN2CC(N(CCC2=C1)CC(F)F)=O)C1=C(C(=NC=C1)N)C)F